C(C)(C)(C)OC(=O)N1C2CC(C1)(C2)CN2C(C1=CC=CC=C1C2=O)=O 4-[(1,3-Dioxoisoindolin-2-yl)methyl]-2-azabicyclo[2.1.1]hexane-2-carboxylic acid tert-butyl ester